C(C)(C)C1=CC(=NN1C1=CC=C(C=C1)OC(F)(F)F)C1CCNCC1 4-[5-isopropyl-1-[4-(trifluoromethoxy)phenyl]pyrazol-3-yl]piperidine